2,5-bis(diglycidyl-aminomethyl)norbornane C(C1CO1)C(C1C2CC(C(C1)C2)C(N)(CC2CO2)CC2CO2)(N)CC2CO2